ClC=1C=NN(C(C1Cl)=O)[C@H](C(=O)O)C (2S)-2-(4,5-dichloro-6-oxo-pyridazin-1-yl)-propanoic acid